C(C)(C)(C)C(=O)OC1CCSC1 4-tert-butylcarbonyloxytetrahydrothiophene